C(CCC)SC=1SC2=C(N1)C=CC=C2 2-(butylsulfanyl)benzo[d]thiazole